2'-(2,6-difluoro-3,5-dimethoxyphenyl)-6'-(3-methyl-1-(2-(piperidin-4-yl)ethyl)-1H-pyrazol-4-yl)-1'H-spiro[cyclopropane-1,4'-[2,7]naphthyridine]-3'(2'H)-one FC1=C(C(=C(C=C1OC)OC)F)N1CC2=CN=C(C=C2C2(C1=O)CC2)C=2C(=NN(C2)CCC2CCNCC2)C